COC1=NC=C(C=C1C(=O)NCC1=C(C=CC=C1)OC(F)(F)F)C=1C=CC=2N(N1)C=C(N2)NC(COC)=O 2-methoxy-5-[2-(2-methoxyacetamido)imidazo[1,2-b]pyridazin-6-yl]-N-{[2-(trifluoromethoxy)phenyl]methyl}pyridine-3-carboxamide